C[C@H]1[C@H]([C@H]([C@@H]([C@@H](O1)O[C@@H]2[C@H](O[C@H]([C@@H]([C@H]2O[C@H]3[C@@H]([C@H]([C@H]([C@H](O3)CO)O)O)O[C@H]4[C@H]([C@@H]([C@@H]([C@@H](O4)C)O)O)O)NC(=O)C)O[C@H]5[C@H]([C@H](O[C@H]([C@@H]5O)O[C@@H]6[C@H](OC([C@@H]([C@H]6O)O)O)CO)CO[C@H]7[C@@H]([C@H]([C@@H]([C@H](O7)CO)O[C@H]8[C@@H]([C@H]([C@H]([C@H](O8)CO)O)O)O)O)NC(=O)C)O)CO)O)O)O The molecule is an eight-membered glucosamine oligosaccharide that consists of the disaccharide beta-D-Gal-(1->4)-beta-D-Glc, to the glucose residue of which are attached alpha-L-Fuc-(1->4)-[alpha-L-Fuc-(1->2)-beta-D-Gal-(1->3)]-beta-D-GlcNAc and beta-D-Gal-(1->4)-beta-D-GlcNAc groups at O-3 and O-6 respectively. It is a glucosamine oligosaccharide and an amino octasaccharide.